(1R,4R)-4-(3-Chloroanilino)-7'-{(2R)-3-[(4-methoxyphenyl)methoxy]-2-methylpropyl}-2',3',7',8'-tetrahydrospiro[cyclohexane-1,6'-indeno[5,6-b][1,4]dioxine]-4-carboxylic acid methyl ester COC(=O)C1(CCC2(C(CC3=CC=4OCCOC4C=C23)C[C@H](COCC2=CC=C(C=C2)OC)C)CC1)NC1=CC(=CC=C1)Cl